C(C)C1OC2(C(C1=O)C(=O)OC)CCN(CC2)C(=O)OC(C)(C)C 8-(tert-butyl) 4-methyl 2-ethyl-3-oxo-1-oxa-8-azaspiro[4.5]decane-4,8-dicarboxylate